C(#N)C=1N=C(N(C1)COCC[Si](C)(C)C)C(=O)NC=1C(=NC(=CC1)C1=CC2(C=CC(C1)(O2)C(C)C)C(C)C)C2=CCC(CC2)(C)C 4-cyano-N-[2-(4,4-dimethylcyclohexen-1-yl)-6-[1,5-di-isopropyl-8-oxabicyclo[3.2.1]octa-2,6-dien-3-yl]-3-pyridyl]-1-(2-trimethylsilylethoxymethyl)imidazole-2-carboxamide